ClC1=CC(=C(C=C1Cl)O)C(C1CCN(CC1)C(=O)[C@H]1CNCC1)O 4,5-Dichloro-2-[hydroxy([1-[(3R)-pyrrolidine-3-carbonyl]piperidin-4-yl])methyl]phenol